(S)-7-amino-2-methoxy-9-methyl-5,6,7,9-tetrahydro-8H-pyrido[2,3-b]azepin-8-one N[C@H]1CCC2=C(N(C1=O)C)N=C(C=C2)OC